BrC=1C=C(C(=CC1)NC)N 4-Bromo-1-N-methylbenzene-1,2-diamine